C(C)(C)C=1C2=C(C(N(N1)CC(=O)OCC)=O)SC(=C2)NCCOC Ethyl 2-[4-isopropyl-2-(2-methoxyethylamino)-7-oxo-thieno[2,3-d]pyridazin-6-yl]acetate